N-(4-(4-(2-(2,6-dioxopiperidin-3-yl)benzyl)piperazin-1-yl)-3-(trifluoromethyl)phenyl)-3-(imidazo[1,2-b]pyridazin-3-ylethynyl)-4-methylbenzamide O=C1NC(CCC1C1=C(CN2CCN(CC2)C2=C(C=C(C=C2)NC(C2=CC(=C(C=C2)C)C#CC2=CN=C3N2N=CC=C3)=O)C(F)(F)F)C=CC=C1)=O